C(C)(C)(C)OC(N(C)C)N(C)C t-butoxybis(dimethylamino)methane